2,2,2-Trichloroethyl (3-(4-fluorophenyl)-2-(trifluoromethyl)-6,7-dihydro-5H-cyclopenta[b]pyridin-4-yl)carbamate FC1=CC=C(C=C1)C=1C(=C2C(=NC1C(F)(F)F)CCC2)NC(OCC(Cl)(Cl)Cl)=O